(R)-6-chloro-3-((1-(3,6-dimethyl-2-(4-((1-methyl-1H-pyrazol-3-yl)oxy)piperidin-1-yl)-4-oxo-3,4-dihydroquinazolin-8-yl)ethyl)amino)-N-(methylsulfonyl)picolinamide ClC1=CC=C(C(=N1)C(=O)NS(=O)(=O)C)N[C@H](C)C=1C=C(C=C2C(N(C(=NC12)N1CCC(CC1)OC1=NN(C=C1)C)C)=O)C